2-Bromo-4-fluoro-6-methyl-benzonitrile BrC1=C(C#N)C(=CC(=C1)F)C